C(C)(C)(C)OC(=O)NC=1SC2=C(N1)C(=CC=C2F)OS(=O)(=O)C(F)(F)F Trifluoromethanesulfonic acid 2-[(tert-butoxycarbonyl) amino]-7-fluoro-1,3-benzothiazol-4-yl ester